C(C)N(C(CC1(CCN(CC1)C(=O)[C@H](CC(C)C)N1C([C@@H](NCC1)CC(C)C)=O)C)=O)C(C)C (S)-1-[(S)-1-[(4-{2-[N-Ethyl(isopropyl)amino]-2-oxoethyl}-4-methyl-1-piperidyl)carbonyl]-3-methylbutyl]-3-isobutyl-2-piperazinone